C(C)[C@@H]1C(OC=C1[C@H](C\C(=C\[C@H](C([C@H]([C@@H]([C@@H](CC)C)O)C)=O)C)\C)C)=O (3S,4S)-3-ethyl-4-[(1S,5R,7S,8R,9R,E)-8-hydroxy-1,3,5,7,9-pentamethyl-6-oxo-3-undecenyl]-2-oxolone